vanadium-iron [Fe].[V]